acrylic acid-3-isocyanato-propyl ester N(=C=O)CCCOC(C=C)=O